C=C(C(=O)O)CSCCCCCCCCCCCC.C=C(C(=O)O)CSCCCCCCCCCCCC.C=C(C(=O)O)CSCCCCCCCCCCCC.C=C(C(=O)O)CSCCCCCCCCCCCC.CN(C(SSC(N(C)C)=S)=S)C tetramethylthiuram disulfide tetrakis[methylene-3-(laurylthio) propionate]